C(#N)C1=CC(=C(OC2=C(C(=O)OC)C(=C(C=N2)C(F)(F)F)C)C=C1)OC methyl 2-(4-cyano-2-methoxyphenoxy)-4-methyl-5-(trifluoromethyl)nicotinate